CC1=C(C#N)C=CC(=C1)N1N=C(C=C1C(C)C)C(F)(F)F methyl-4-[5-isopropyl-3-(trifluoromethyl)pyrazol-1-yl]benzonitrile